7-(3,4,5-Trimethoxyphenyl)-5,7-dihydro-4H-[1,2,3]triazolo[4',5':3,4]benzo[1,2-c][1,2,5]oxadiazole 3,6-dioxide COC=1C=C(C=C(C1OC)OC)N1[N+](=C2C(C=3C(=[N+](ON3)[O-])CC2)=N1)[O-]